ClC=1C=C(C=CC1F)C(C=1N(C(=CN1)CSC)COCC[Si](C)(C)C)C1=CC(=C(C=C1)F)Cl 2-(bis(3-chloro-4-fluorophenyl)methyl)-5-((methylthio)methyl)-1-((2-(trimethylsilyl)eth-oxy)methyl)-1H-imidazole